N1(CCCCC1)C(=O)O.COC1=CC=C(C=C1)C(C)=O 1-(4-methoxyphenyl)ethane-1-one piperidine-1-carboxylate